C(C)(C)(C)OC(=O)N1CCN(CC1)C(C1=C(C=C(C=C1)C1=CN(C(C(=C1)I)=O)C)OC)=O 4-[4-(5-iodo-1-methyl-6-oxo-1,6-dihydro-pyridin-3-yl)-2-methoxy-benzoyl]-piperazine-1-carboxylic acid tert-butyl ester